IC1=CC(=C(C(=O)NNC(=O)C2=NC(=NC(=C2)C)N2CCC(CC2)C(F)(F)F)C=C1)N1CCC2(CC2)CC1 N'-(4-iodo-2-(6-azaspiro[2.5]octan-6-yl)benzoyl)-6-methyl-2-(4-(trifluoromethyl)piperidin-1-yl)pyrimidine-4-carbohydrazide